NC1=NC=CC=C1C1=NC=2C(=NC(=CC2)N2N=CC=C2)N1C=1C=C2CC[C@@H](C2=CC1)NC(C1=C(C=CC=C1)CN(C(C=C)=O)C)=O (S)-N-(5-(2-(2-aminopyridin-3-yl)-5-(1H-pyrazol-1-yl)-3H-imidazo[4,5-b]pyridin-3-yl)-2,3-dihydro-1H-inden-1-yl)-2-((N-methylacrylamido)methyl)benzamide